39-methyltetracontyl docos-13-enoate C(CCCCCCCCCCCC=CCCCCCCCC)(=O)OCCCCCCCCCCCCCCCCCCCCCCCCCCCCCCCCCCCCCCC(C)C